2,4-bis(benzyloxy)-N-(3-fluorophenyl)-5-isopropylbenzamide C(C1=CC=CC=C1)OC1=C(C(=O)NC2=CC(=CC=C2)F)C=C(C(=C1)OCC1=CC=CC=C1)C(C)C